NC=1C=C(C=CC1O)C(C(=O)OC)C methyl 2-(3-amino-4-hydroxyphenyl)propanoate